N[C@@H]1[C@@H]2CC[C@H](C1)N2C(=O)C=2C=C(C(=CC2)C2=C(C=C(C=C2)CC(=O)O)F)C2=CC(=C(C=C2)C#N)F |o1:1,2,5| 2-(4'-((1S,2S,4R)-rel-2-amino-7-azabicyclo[2.2.1]heptane-7-carbonyl)-4''-cyano-2,3''-difluoro-[1,1':2',1''-terphenyl]-4-yl)acetic acid